amino-2-hydroxypropyl-sulfonate NCC(CS(=O)(=O)[O-])O